Aluminum Tri-isopropoxide CC([O-])C.CC([O-])C.CC([O-])C.[Al+3]